ClC=1N=C(C2=C(N1)N(C=C2)C)OC2=C(C=CC=C2)SC 2-chloro-7-methyl-4-(2-(methylthio)phenoxy)-7H-pyrrolo[2,3-d]pyrimidine